OB(O)B(O)O (dihydroxyboranyl)boranediol